C(C)(C)C1C(N(CC1)C(=O)OCC1=CC=CC=C1)C(=O)OC O1-benzyl O2-methyl 3-isopropylpyrrolidine-1,2-dicarboxylate